N-(6-chloroquinolin-8-yl)quinoline-8-sulfonamide ClC=1C=C2C=CC=NC2=C(C1)NS(=O)(=O)C=1C=CC=C2C=CC=NC12